((1R,3R)-3-(4-(3-cyano-5-(trifluoromethyl)pyridin-2-yl)piperazine-1-carbonyl)cyclobutyl)carbamic acid tert-butyl ester C(C)(C)(C)OC(NC1CC(C1)C(=O)N1CCN(CC1)C1=NC=C(C=C1C#N)C(F)(F)F)=O